4-((4-((2,4-diamino-pyrimidin-5-yl)oxy)-5-iso-propyl-pyridin-2-yl)ethynyl)benzonitrile NC1=NC=C(C(=N1)N)OC1=CC(=NC=C1C(C)C)C#CC1=CC=C(C#N)C=C1